ClC=1C(=NC(=NC1)NC=1C=C(C=NC1)N1C(CCC1)=O)N1CCCCC1 1-(5-((5-chloro-4-(piperidin-1-yl)pyrimidin-2-yl)amino)pyridin-3-yl)pyrrolidin-2-one